methoxymethyl 4-((4-(benzyloxy)-2-hydroxy-3,6-dimethylbenzoyl)oxy)-2,3,5,6-tetramethylbenzoate C(C1=CC=CC=C1)OC1=C(C(=C(C(=O)OC2=C(C(=C(C(=O)OCOC)C(=C2C)C)C)C)C(=C1)C)O)C